N1=C(C=CC2=NC=CC=C12)CN1C(=O)N(C=2N=C(N(C2C1=O)CC#CC)N1C[C@@H](CCC1)N)C 1-[([1,5]Naphthyridine-2-yl)methyl]-3-methyl-7-(2-butyne-1-yl)-8-((R)-3-amino-piperidine-1-yl)-xanthine